FC1=C(OC=2N=NC(=CC2C(=O)NC2=CC(=CC=C2)S(=O)(=N)C)C(F)(F)F)C=CC(=C1)OC(F)F 3-(2-fluoro-4-difluoromethoxyphenoxy)-N-(3-(S-methylsulfonimidoyl)phenyl)-6-(trifluoromethyl)pyridazine-4-carboxamide